tert-butyl-((1R,5S,6s)-3-(2,7-dichloro-8-fluoropyrido[4,3-d]pyrimidin-4-yl)-3-azabicyclo[3.1.0]hexane-6-yl) carbamate C(N)(O[C@H]1[C@@H]2CN(C[C@@]12C(C)(C)C)C=1C2=C(N=C(N1)Cl)C(=C(N=C2)Cl)F)=O